N-Adamantan-2-yl-N'-((E)-3,7-dimethylocta-2,6-dienyl)ethane-1,2-diamine C12C(C3CC(CC(C1)C3)C2)NCCNC\C=C(\CCC=C(C)C)/C